(4-fluorobenzamido)-5-(5-nitrothiophen-2-yl)methyleneaminothiophene-3,4-dicarboxylic acid diethyl ester C(C)OC(=O)C1=C(SC(=C1C(=O)OCC)N=CC=1SC(=CC1)[N+](=O)[O-])NC(C1=CC=C(C=C1)F)=O